COCC(C(=O)OC)N1C[C@@H](N([C@H](C1)C)C)C methyl 3-methoxy-2-((3S,5S)-3,4,5-trimethylpiperazin-1-yl)propanoate